BrC1=CC=C(OCC2OC(COC2)COC2CC(C2)(F)F)C=C1 2-((4-Bromophenoxy)methyl)-6-((3,3-difluorocyclobutoxy)methyl)-1,4-dioxane